C(CCCCCCC)C1=[SiH]C=2CC3=CC(=CC=C3C2C=C1)CCCCCCCC 2,7-dioctyl-silafluorene